C(C)(C)(C)OC(=O)N1C[C@H](CC1)OC(=O)N1CCCCC1 Piperidine-1-carboxylic acid [(3S)-1-tert-butoxycarbonylpyrrolidin-3-yl]Ester